5-(4-fluoro-3-methylphenoxy)-1H-1,2,3-triazole-4-carboxylic acid FC1=C(C=C(OC2=C(N=NN2)C(=O)O)C=C1)C